4H-pyrazino[2,3-b][1,4]oxazin-3-one O1C2=C(NC(C1)=O)N=CC=N2